COC(=O)C1=CC=C2/C(/C(NC2=C1)=O)=C(\C1=CC=CC=C1)/NC1=CC=C(C=C1)N(C(CN1CCN(CC1)C)=O)C (3Z)-3-[[4-[methyl-[2-(4-methylpiperazin-1-yl)acetyl]amino]anilino]-phenylmethylene]-2-oxo-1H-indole-6-carboxylic acid methyl ester